2,2,5-trimethyl-5-(2-methyl-6,11-dihydro-5H-benzo[b]pyrido[3,2-f]azepin-9-yl)thiomorpholine 1,1-dioxide CC1(CNC(CS1(=O)=O)(C=1C=CC2=C(NC3=C(CC2)C=CC(=N3)C)C1)C)C